2-[(1-acryloylpiperidin-4-yl)oxy]-N-(3,3-difluorocyclobutyl)-5H-pyrrolo[2,3-b]pyrazine-7-carboxamide C(C=C)(=O)N1CCC(CC1)OC=1N=C2C(=NC1)NC=C2C(=O)NC2CC(C2)(F)F